C1(CC1)C1=C(C=C(C(=O)OC)C=C1)S(NC1=C(C=C(C(=C1)C1=CC=NS1)F)C1=NC=CC=C1)(=O)=O methyl 4-cyclopropyl-3-(N-(4-fluoro-5-(isothiazol-5-yl)-2-(pyridin-2-yl)phenyl)sulfamoyl)benzoate